3-hydroxy-2-oxo-6-({3-[(4-hydroxyphenyl)methyl]phenyl}methyl)-1H-1,5-naphthyridine-4-carboxamide OC=1C(NC2=CC=C(N=C2C1C(=O)N)CC1=CC(=CC=C1)CC1=CC=C(C=C1)O)=O